7-bromo-2-(1-methylpiperidin-4-yl)-3H-imidazo[4,5-b]pyridine BrC1=C2C(=NC=C1)NC(=N2)C2CCN(CC2)C